BrC=1C(=NC(=C(C1)C)C)NC1=C(C(=CC=C1C)SC)C 3-bromo-N-(2,6-dimethyl-3-(methylthio)phenyl)-5,6-dimethylpyridin-2-amine